C=CCCCCCCCCC(C)C isotridecene